ClC1=CC(=CC=C1)C(=O)O[O-] m-chloroperbenzoate